methyl 1-(2-chloro-7-(8-ethyl-7-fluoro-3-(methoxymethoxy)naphthalen-1-yl)-8-fluoropyrido[4,3-d]pyrimidin-4-yl)azocane-4-carboxylate ClC=1N=C(C2=C(N1)C(=C(N=C2)C2=CC(=CC1=CC=C(C(=C21)CC)F)OCOC)F)N2CCC(CCCC2)C(=O)OC